C(C)(=O)[O-].C(C)(=O)[O-].C[Ge+2]C dimethylgermanium diacetate